C(C)(C)(C)N1N=NC(=C1)C(=O)NCC1=C(C=C(C=C1)C1=C(C=NC=C1)N1CCOCC(C1)NC)C 1-(tert-butyl)-N-(2-methyl-4-(3-(6-(methylamino)-1,4-oxazepan-4-yl)pyridin-4-yl)benzyl)-1H-1,2,3-triazole-4-carboxamide